OC=1C(C(=CN2N3[C@@H](C\C=C/[C@@H](N(C(C21)=O)C3)C)C)C(=O)NCC3=C(C=C(C=C3F)F)F)=O (1S,2R,6S,Z)-9-hydroxy-2,6-dimethyl-8,10-dioxo-N-(2,4,6-trifluorobenzyl)-3,6,8,10-tetrahydro-2H-1,7-methanopyrido[1,2-b][1,2,5]triazecine-11-carboxamide